5-(DIMETHYLAMINO)PENTANOIC ACID CN(CCCCC(=O)O)C